5-(((S)-1-(4-(4-methylthiazol-5-yl)phenyl)ethyl)carbamoyl)pyrrolidin-3-ol CC=1N=CSC1C1=CC=C(C=C1)[C@H](C)NC(=O)C1CC(CN1)O